F[P-](F)(F)(F)(F)F.N1=NN(C2=NC=CC=C21)OC(N(C)C)=[N+](C)C 2-(3H-[1,2,3]triazolo[4,5-b]pyridin-3-yl)-1,1,3,3-tetramethylisouronium hexafluoro-phosphate